CN[C@@H]([C@H](O)C)C(=O)O L-N-methyl-threonine